Cl.N1C[C@H](CC1)NC=1C2=C(C=NC1)C=CO2 (S)-N-(pyrrolidin-3-yl)furo[3,2-c]pyridin-7-amine hydrochloride